BrC1=CC=C(C=2C1=NN(N2)C)N2CCC(CC2)N(C(OC(C)(C)C)=O)CC tert-butyl N-[1-(7-bromo-2-methyl-1,2,3-benzotriazol-4-yl)piperidin-4-yl]-N-ethylcarbamate